5-bromo-2-(difluoromethoxy)nicotinonitrile BrC=1C=NC(=C(C#N)C1)OC(F)F